C(C)(C)(C)OC(=O)N1CC(CC1)(C#N)C1=NC=C(C=C1)Br 3-(5-Bromopyridin-2-yl)-3-cyanopyrrolidine-1-carboxylic acid tert-butyl ester